1-(4-(4-amino-1-cyclopropyl-1H-pyrazolo[3,4-d]pyrimidin-3-yl)-2-fluorophenyl)-3-(3-(pentan-3-yl)isoxazol-5-yl)urea NC1=C2C(=NC=N1)N(N=C2C2=CC(=C(C=C2)NC(=O)NC2=CC(=NO2)C(CC)CC)F)C2CC2